tert-butyl N-[3-(6-bromo-3-fluoro-2-nitro-anilino)propyl]-N-methyl-carbamate BrC1=CC=C(C(=C1NCCCN(C(OC(C)(C)C)=O)C)[N+](=O)[O-])F